COC1=C(\C=C/2\C(C3=C(OCOC3)C=C2)=O)C=CC(=C1)OC (E)-6-(2,4-dimethoxybenzylidene)benzo[d][1,3]dioxin-5(6H)-one